(4-((5-chloro-4-(1H-pyrazol-4-yl)pyrimidin-2-yl)amino)-3-methoxyphenyl)(morpholino)methanone ClC=1C(=NC(=NC1)NC1=C(C=C(C=C1)C(=O)N1CCOCC1)OC)C=1C=NNC1